FC1(CN(C1)C(=O)C=1N(C2=CC(=CC=C2C1)C1=NC=CC(=N1)NC1=CC(=C(C=C1)C=1C=NNC1)OC)C)F (3,3-difluoroazetidin-1-yl)(6-(4-((3-methoxy-4-(1H-pyrazol-4-yl)phenyl)amino)pyrimidin-2-yl)-1-methyl-1H-indol-2-yl)methanone